N,N'-bis(o-methylphenyl) p-phenylenediamine tert-butyl 2-(2-(2-isopropylphenyl)-4-((tetrahydro-2H-pyran-4-yl) methyl) piperazin-1-yl)-7-azaspiro[3.5]nonane-7-carboxylate C(C)(C)C1=C(C=CC=C1)C1N(CCN(C1)CC1CCOCC1)C1CC2(C1)CCN(CC2)C(=O)OC(C)(C)C.CC2=C(C=CC=C2)NC2=CC=C(C=C2)NC2=C(C=CC=C2)C